Cl.N1(CCNCC1)C1=NC(=NC(=C1)C1=CC=C(C=C1)C(F)(F)F)C1=NSC=C1 (4-(piperazin-1-yl)-6-(4-(trifluoromethyl)phenyl)pyrimidin-2-yl)isothiazole hydrochloride